methyl (S)-5-(2-fluoro-4-(3-oxo-5-phenyl-6,7-dihydro-3H-pyrrolo[2,1-c][1,2,4]triazol-2(5H)-yl)phenoxy)-4-methylthiazole-2-carboxylate FC1=C(OC2=C(N=C(S2)C(=O)OC)C)C=CC(=C1)N1N=C2N(C1=O)[C@@H](CC2)C2=CC=CC=C2